Tert-butyl(chloro)magnesium C(C)(C)(C)[Mg]Cl